Butanoic acid, sodium salt [Na+].C(CCC)(=O)[O-]